1-(4-(1-(2-chloro-6-methylphenyl)azetidin-3-yl)-2,6-dimethylbenzyl)-piperidine-4-carboxylic acid ClC1=C(C(=CC=C1)C)N1CC(C1)C1=CC(=C(CN2CCC(CC2)C(=O)O)C(=C1)C)C